CC1=C(C=C(C(=O)NC=2C=NC=C(C2)C(F)(F)F)C=C1)OC1CN(C1)C1=NC=CN=C1 4-methyl-3-((1-(pyrazin-2-yl)azetidin-3-yl)oxy)-N-(5-(trifluoromethyl)pyridin-3-yl)benzamide